4-(3,5-dimethyl-1H-pyrazol-4-yl)-5-fluoro-2-(piperazin-1-yl)pyrimidine tert-butyl-2-(6-bromo-8-fluoro-4-oxoquinazolin-3-yl)acetate C(C)(C)(C)OC(CN1C=NC2=C(C=C(C=C2C1=O)Br)F)=O.CC1=NNC(=C1C1=NC(=NC=C1F)N1CCNCC1)C